4-(7-chloro-6-fluoro-1-(2-isopropyl-4-methylpyridin-3-yl)-2-oxo-1,2-dihydropyrido[2,3-d]Pyrimidin-4-yl)-2,5-dimethylpiperazine-1-carboxylic acid tert-butyl ester C(C)(C)(C)OC(=O)N1C(CN(C(C1)C)C=1C2=C(N(C(N1)=O)C=1C(=NC=CC1C)C(C)C)N=C(C(=C2)F)Cl)C